Tetraethylammonium 8-(3-hydroxybenzoamido)octanoate tert-butyl-3-(4-(((2-(2,6-dioxopiperidin-3-yl)-1,3-dioxoisoindolin-4-yl)amino)methyl)-1H-pyrazol-1-yl)azetidine-1-carboxylate C(C)(C)(C)OC(=O)N1CC(C1)N1N=CC(=C1)CNC1=C2C(N(C(C2=CC=C1)=O)C1C(NC(CC1)=O)=O)=O.OC=1C=C(C(=O)NCCCCCCCC(=O)[O-])C=CC1.C(C)[N+](CC)(CC)CC